C1(CC1)CC1C2=C(C(N(C1)C)=O)C(=C(N2)C2=CC(=NC=C2)NC(C(C)C2=CC=C(C=C2)F)=O)C2=CC=C(C=C2)F N-{4-[7-(Cyclopropylmethyl)-3-(4-fluorophenyl)-5-methyl-4-oxo-4,5,6,7-tetrahydro-1H-pyrrolo-[3,2-c]pyridin-2-yl]pyridin-2-yl}-2-(4-fluorophenyl)propanamide